C1(=CC=CC2=CC=CC=C12)CCC=1NC2=C(N1)C=CC=C2 2-[2-(1-Naphthyl)ethyl]benzimidazole